tert-butyl (((1s,4s)-4-((3-(2,6-dioxopiperidin-3-yl)-1-methyl-1H-indazol-6-yl)amino)cyclohexyl)methyl)carbamate O=C1NC(CCC1C1=NN(C2=CC(=CC=C12)NC1CCC(CC1)CNC(OC(C)(C)C)=O)C)=O